propanoic acid lithium salt [Li+].C(CC)(=O)[O-]